6-chloro-3,4,5-trimethyl-4,5-dihydropyrido[3,4-e][1,2,3]triazolo[1,5-a]pyrazine ClC1=NC=CC2=C1N(C(C=1N2N=NC1C)C)C